(1S,3S,5S)-N-[(4-carbamimidoylthiophen-2-yl)methyl]-5-methyl-2-[2-(1-oxo-6-phenoxy-3H-isoindol-2-yl)acetyl]-2-azabicyclo[3.1.0]hexane-3-carboxamide C(N)(=N)C=1C=C(SC1)CNC(=O)[C@H]1N([C@H]2C[C@]2(C1)C)C(CN1C(C2=CC(=CC=C2C1)OC1=CC=CC=C1)=O)=O